(E)-4-(3-bromoprop-1-en-1-yl)-1-fluoro-2-(trifluoromethyl)benzene molybdenum [Mo].BrC/C=C/C1=CC(=C(C=C1)F)C(F)(F)F